3-(2,5-dimethylphenyl)-8-methoxy-2-oxo-1,8-diazaspiro[4.5]dec-3-en-4-ylethylcarbonate CC1=C(C=C(C=C1)C)C=1C(NC2(C1CCOC([O-])=O)CCN(CC2)OC)=O